NC=1C=C(C=C(C1)C(F)(F)F)[C@@H](C)NC1=NC=2N(C3=CC=C(C=C13)C1=CC=NC=C1)C=CN2 (R)-N-(1-(3-amino-5-(trifluoromethyl)phenyl)ethyl)-7-(pyridin-4-yl)imidazo[1,2-a]quinazolin-5-amine